NCC(=O)NCCCC1=C2C(=NC=3C=C(C(=CC13)C)F)C1=CC3=C(C(N1C2)=O)COC(C3(O)CC)=O 2-amino-N-(3-(4-ethyl-8-fluoro-4-hydroxy-9-methyl-3,14-dioxo-3,4,12,14-tetrahydro-1H-pyrano[3',4':6,7]indolizino[1,2-B]quinolin-11-yl)propyl)acetamide